benzoic acid-2-pentyl ester CC(CCC)OC(C1=CC=CC=C1)=O